2-[4-[[4,7-bis(2-tert-butoxy-2-oxo-ethyl)-1,4,7-triazacyclononan-1-yl]methyl]phenyl]acetic acid methyl ester COC(CC1=CC=C(C=C1)CN1CCN(CCN(CC1)CC(OC(C)(C)C)=O)CC(=O)OC(C)(C)C)=O